N1CN=CC2=C1C=CO2 dihydrofuranopyrimidine